4-(methacryloylamino)butyltrimethylammonium chloride [Cl-].C(C(=C)C)(=O)NCCCC[N+](C)(C)C